C1(CCC1)C[C@H](C(=O)N1CC([C@@](CC1)(O)CN1C(C=C(C(=C1)C(=O)N1CCNCC1)C1=C(C=CC=C1)F)=O)(C)C)C 1-(((R)-1-((R)-3-Cyclobutyl-2-methylpropanoyl)-4-hydroxy-3,3-dimethylpiperidin-4-yl)methyl)-4-(2-fluorophenyl)-5-(piperazin-1-carbonyl)pyridin-2(1H)-on